COC1=C(C=C2C(=NC(=NC2=C1)C)N[C@H](C)C1=CC(=CC(=C1)C(F)(F)F)[N+](=O)[O-])C1CCC(CC1)C(=O)OC methyl (1R,4R)-4-(7-methoxy-2-methyl-4-(((R)-1-(3-nitro-5-(trifluoromethyl)phenyl)ethyl)amino)quinazolin-6-yl)cyclohexane-1-carboxylate